5-[1-(2-Chloro-6-fluoro-phenyl)-piperidin-4-yl]-7-(2-cyclopropyl-benzyl)-4-methyl-2-(tetrahydro-pyran-2-yl)-2,4,5,7-tetrahydro-pyrazolo[3,4-d]pyrimidin-6-on ClC1=C(C(=CC=C1)F)N1CCC(CC1)N1C(N(C=2C(C1C)=CN(N2)C2OCCCC2)CC2=C(C=CC=C2)C2CC2)=O